4-(4-cyclopropyl-6-(methoxy-d3)pyrimidin-5-yl)-2-(4-(1-methyl-4-(trifluoromethyl)-1H-imidazol-2-yl)benzyl)-6,7,8,9-tetrahydro-2H-1,2,3,5-tetraazabenzo[cd]azulene C1(CC1)C1=NC=NC(=C1C=1N=C2C3=C(N(N=C3CCCC2)CC2=CC=C(C=C2)C=2N(C=C(N2)C(F)(F)F)C)N1)OC([2H])([2H])[2H]